C(CCCCCC(C)C)OC(=O)C1(CCCCC1)C(=O)O cyclohexanedicarboxylic acid isononyl ester